(4S)-N-((1S,2R,4S)-7-cyano-7-azabicyclo[2.2.1]heptan-2-yl)-1-(3,5-dichlorophenyl)-4-azepanecarboxamide C(#N)N1[C@@H]2[C@@H](C[C@@H]1CC2)NC(=O)[C@@H]2CCN(CCC2)C2=CC(=CC(=C2)Cl)Cl